CN1N=C(C=CC1=O)C1=NC=CC=C1 2-methyl-6-(pyridin-2-yl)pyridazin-3(2H)-one